C(C)(C)(C)OC(=O)N1CCC2(CN(C2)C2=CC3=C(N(C(N3C)=O)C3C(NC(CC3)=O)=O)C=C2)CC1 2-(1-(2,6-Dioxopiperidin-3-yl)-3-methyl-2-oxo-2,3-dihydro-1H-benzo[d]imidazol-5-yl)-2,7-diazaspiro[3.5]nonane-7-carboxylic acid tert-butyl ester